1-(4-tert-butylphenyl-ethynyl)-2-(vinyloxy)benzene C(C)(C)(C)C1=CC=C(C=C1)C#CC1=C(C=CC=C1)OC=C